C(C)(C)(C)P(C(C)(C)C)(C(C)(C)C)[Pd-2](P(C(C)(C)C)(C(C)(C)C)C(C)(C)C)(Cl)Cl bis(tri-tert-butylphosphino)palladium (II) dichloride